2-(3,5-dimethylcyclohexyl)-2-(3-chloro-3-isopentyl-6-methylheptyl)-1,3-dibutoxypropane CC1CC(CC(C1)C)C(COCCCC)(COCCCC)CCC(CCC(C)C)(CCC(C)C)Cl